(S)-(1-(4-(benzyloxy)phenyl)-3-oxopropan-2-yl)carbamic acid tert-butyl ester C(C)(C)(C)OC(N[C@@H](CC1=CC=C(C=C1)OCC1=CC=CC=C1)C=O)=O